FC(C=1N=C(OC1C=O)C1=NC=C(C=C1)F)F (4-(difluoromethyl)-2-(5-fluoropyridin-2-yl)oxazol-5-yl)methanone